O1[C@H](COCC1)CN1N=C2C3=C(CC4(C2=C1)CCC4)OC(=C3C)C(=O)NC[C@H]3OCCC3 2'-[(2S)-1,4-Dioxan-2-ylmethyl]-8'-methyl-N-[(2S)-tetrahydrofuran-2-ylmethyl]-2',5'-dihydrospiro[cyclobutan-1,4'-furo[2,3-g]indazol]-7'-carboxamid